(2S)-1-(2-{[1-(2-fluoroethyl)-1H-pyrazol-4-yl]sulfonyl}-2H,4H,5H,6H-pyrrolo[3,4-c]pyrazol-5-yl)-2-(2-fluorophenyl)-3-hydroxypropan-1-one FCCN1N=CC(=C1)S(=O)(=O)N1N=C2C(=C1)CN(C2)C([C@H](CO)C2=C(C=CC=C2)F)=O